NC1=NC(=C(C=C1C=1C=C2CCNC(C2=CC1)=O)C1=CC=C(C=C1)[C@@]12CN(C[C@H]2C1)CC(C)(C)O)F 6-(2-amino-6-fluoro-5-(4-((1R,5S)-3-(2-hydroxy-2-methylpropyl)-3-azabicyclo[3.1.0]hexan-1-yl)phenyl)pyridin-3-yl)-3,4-dihydroisoquinolin-1(2H)-one